FC=1C(=NC=CC1)C1=CC(=NC=C1)C(=O)NC fluoro-N-methyl-[2,4'-bipyridine]-2'-carboxamide